C(CC)C1=C2C(=CC=C1)O2 2,3-epoxypropylbenzene